C(C)C(O)(C(O)CO)C(C)(C)C(C)C Ethylthexylglycerine